ClC1=C2OC=3C=CC=C(C[C@@H]4N(C(NCC(C=C1)=N2)=O)C[C@@H]([C@@H]4NS(=O)(=O)CC)F)C3F N-[(15aS,16R,17S)-7-chloro-17,20-difluoro-1-oxo-2,3,15a,16,17,18-hexahydro-1H,15H-4,8-(azeno)-14,10-(metheno)pyrrolo[1,2-j][1,8,10]oxadiazacycloheptadecin-16-yl]ethanesulfonamide